7-chloro-4-fluoro-6-methoxyisoindolin ClC=1C(=CC(=C2CNCC12)F)OC